Azolylthiophene N1C(=CC=C1)C=1SC=CC1